COC1=C(C=NC=C1)N1N=C2C(=CC1=O)NN=C2C2=CC=C(C=C2)C=2C=NN(C2)C 5-(4-Methoxypyrid-3-yl)-3-(4-(1-methyl-1H-pyrazol-4-yl)phenyl)-1H-pyrazolo[4,3-c]pyridazin-6(5H)-on